2-[4-[3-(hydroxymethyl)phenyl]-2,6-di(propan-2-yl)phenyl]acetamide OCC=1C=C(C=CC1)C1=CC(=C(C(=C1)C(C)C)CC(=O)N)C(C)C